3-Amino-4-cyanobenzoic acid methyl ester COC(C1=CC(=C(C=C1)C#N)N)=O